C(C)C1=C(NC2=CC=C(C=C12)C1CCNCC1)C1=CC2=C(NC(N2)=O)C=C1 5-(3-ethyl-5-(piperidin-4-yl)-1H-indol-2-yl)-1,3-dihydro-2H-benzo[d]imidazol-2-one